OC=1C=CC2=C(SC(=C2OC2=CC=C(C=C2)N2CCN(CC2)CCCN2CCN(CC2)C=2C=C3CN(C(C3=CC2)=O)C2C(NC(CC2)=O)=O)C2=CC=C(C=C2)O)C1 3-(5-(4-(3-(4-(4-((6-hydroxy-2-(4-hydroxyphenyl)benzo[b]thiophen-3-yl)oxy)phenyl)piperazin-1-yl)propyl)piperazin-1-yl)-1-oxoisoindolin-2-yl)piperidine-2,6-dione